FC1=CC=C(CC2=C(C(=C(C=C2)C(=O)C(O)C2=CC=CC=C2)OC)OC)C=C1 para-fluorobenzyl-(dimethoxy)-benzoin